4-methoxy-N,N-bis(4-methoxy-benzyl)-1-(tetrahydro-2H-pyran-2-yl)-1H-pyrazole-5-sulfonamide COC=1C=NN(C1S(=O)(=O)N(CC1=CC=C(C=C1)OC)CC1=CC=C(C=C1)OC)C1OCCCC1